Racemic-N-[4-(3-anilino-5-methyl-4-oxo-4,5,6,7-tetrahydro-1H-pyrrolo[3,2-c]pyridin-2-yl)pyridin-2-yl]-2-(4-fluorophenyl)propanamide N(C1=CC=CC=C1)C1=C(NC2=C1C(N(CC2)C)=O)C2=CC(=NC=C2)NC([C@H](C)C2=CC=C(C=C2)F)=O |r|